C(C1=CC=CC=C1)N1[C@H](CN([C@H](CN([C@H](CN([C@H](C1)CC)CC1=CC=CC=C1)CC)CC1=CC=CC=C1)CC)CC1=CC=CC=C1)CC (2s,5s,8s,11s)-1,4,7,10-tetrabenzyl-2,5,8,11-tetraethyl-1,4,7,10-tetraazacyclododecane